FC=1C(=CC(=C(C1)C(C)=O)O)[N+](=O)[O-] 1-(5-Fluoro-2-hydroxy-4-nitrophenyl)ethan-1-one